FC(C1=CC=C(CN2CC3(CCNCC3)C3=CC=CC=C23)C=C1)(F)F 1-(4-(trifluoromethyl)benzyl)spiro[indoline-3,4'-piperidine]